FC(C1=NC=C(C=N1)OC=1C=CC=C2CC(COC12)N)(F)F 8-[{2-(trifluoromethyl)pyrimidin-5-yl}oxy]chroman-3-amine